CN(S(=O)(=O)C)C1=C(C=CC=C1)[N+](=O)[O-] N-methyl-N-(2-nitrophenyl)methanesulfonamide